BrC=1C(=C(N2C=CC=CC12)C1=NC=2C(=NC=C(C2)C(F)(F)F)N1C)S(=O)(=O)CC 2-(1-bromo-2-(ethylsulfonyl)indolizin-3-yl)-3-methyl-6-(trifluoromethyl)-3H-imidazo[4,5-b]pyridine